ClC=1C=C(C#N)C=C(N1)N1N=C(C=C1C)C 2-chloro-6-(3,5-dimethyl-1H-pyrazol-1-yl)isonicotinonitrile